(E)-3-(4-hydroxy-3,5-dimethylphenyl)-1-(3-isopropyl-6-(methylthio)benzofuran-2-yl)prop-2-en-1-one OC1=C(C=C(C=C1C)/C=C/C(=O)C=1OC2=C(C1C(C)C)C=CC(=C2)SC)C